OC1CC(C1)OC=1C=C(C=2N(C1)N=CC2C#N)C=2C=NC(=CC2)N2CC1N(C(C2)C1)CC=1C=NC(=CC1)OC 6-((1R,3r)-3-hydroxycyclobutoxy)-4-(6-(6-((6-methoxypyridin-3-yl)methyl)-3,6-diazabicyclo[3.1.1]hept-3-yl)pyridin-3-yl)pyrazolo[1,5-a]pyridine-3-carbonitrile